COC1=CC=C(CCl)C=C1 4-Methoxybenzyl chloride